Z-1,1,1,4,5,5,5-heptafluoro-4-trifluoromethyl-2-pentene FC(\C=C/C(C(F)(F)F)(C(F)(F)F)F)(F)F